S(=O)(=O)(ON1[C@@H]2CC[C@H](N(C1=O)C2)C(N)=O)OC[C@@]2(C(OCC2)=O)C (2S,5R)-2-carbamoyl-7-oxo-1,6-diazabicyclo[3.2.1]octan-6-yl (((R)-3-methyl-2-oxotetrahydrofuran-3-yl)methyl) sulfate